COC(=O)C1(CC1)C=1C=NC(=CC1)COC=1SC(=NN1)N 1-(6-(((5-amino-1,3,4-thiadiazol-2-yl)oxy)methyl)pyridin-3-yl)cyclopropane-1-carboxylic acid methyl ester